COC([C@H](CC1C(NC(CC1)(C)C)=O)N)=O.C1(=CC=CC=C1)C(N1[C@@H]([C@H](C1)N(S(=O)(=O)C)C)C)C1=CC=CC=C1 N-((2R,3S)-1-diphenylmethyl-2-methylazetidin-3-yl)-N-methyl-methanesulfonamide methyl-(2S)-2-amino-3-(6,6-dimethyl-2-oxo-3-piperidyl)propanoate